BrC=1C(=NC(N(C1)[C@H](C(=O)OC)CC(C)C)=O)C(C)C (S)-methyl 2-(5-bromo-4-isopropyl-2-oxopyrimidin-1(2H)-yl)-4-methylpentanoate